N-(2-((1,3-dimethylazetidin-3-yl)oxy)-5-(4-(4-((6-(trifluoromethyl)pyridazin-3-yl)oxy)-phenyl)piperidine-1-carbonyl)phenyl)-1-phenylmethanesulfonamide CN1CC(C1)(C)OC1=C(C=C(C=C1)C(=O)N1CCC(CC1)C1=CC=C(C=C1)OC=1N=NC(=CC1)C(F)(F)F)NS(=O)(=O)CC1=CC=CC=C1